ClC=1C=C2C(=NC1)NC=C2CCCl 5-chloro-3-(2-chloroethyl)-1H-pyrrolo[2,3-b]pyridine